2-[(1Z)-1-(dimethylamino)-3-oxo-3-phenylprop-1-en-2-yl]isoindole-1,3-dione CN(\C=C(\C(C1=CC=CC=C1)=O)/N1C(C2=CC=CC=C2C1=O)=O)C